C(C)C(COC1=C(C(C(=O)[O-])=CC=C1)C(=O)[O-])CCCC 2-ethyl-hexyloxyphthalate